normal butyldimethylammonium bromide [Br-].C(CCC)[NH+](C)C